ClC=1C=C(C(=NC1)C#N)C(F)(F)F 5-chloro-3-(trifluoromethyl)picolinonitrile